OC(C(=O)O)CC1=CC=C(C=C1)OC 2-hydroxy-3-(4-methoxyphenyl)propionic acid